7-nitro-5-vinyl-1,4-dihydroisoquinoline [N+](=O)([O-])C1=CC(=C2CC=NCC2=C1)C=C